1-{[1-(4-chloro-3-fluorophenyl)-3-methyl-1H-1,2,4-triazol-5-yl]methyl}-3-{[1-(6-cyclobutylpyridin-3-yl)-1H-1,2,4-triazol-5-yl]methyl}urea ClC1=C(C=C(C=C1)N1N=C(N=C1CNC(=O)NCC1=NC=NN1C=1C=NC(=CC1)C1CCC1)C)F